(S)-1-(2-hydroxypropyl)-N,N-bis(4-methoxybenzyl)-1H-pyrazole-3-sulfonamide O[C@H](CN1N=C(C=C1)S(=O)(=O)N(CC1=CC=C(C=C1)OC)CC1=CC=C(C=C1)OC)C